6-(4-methylpiperidin-1-yl)benzo[b]thiophene-2-carboxylic acid ethyl ester C(C)OC(=O)C1=CC2=C(S1)C=C(C=C2)N2CCC(CC2)C